F[C@]1(CN(CC[C@H]1O)C1=NC=NC(=N1)NC=1N=CC2=C(C=CC(=C2C1)C(C)C)N1CCC2(CCO2)CC1)C (3S,4R)-3-fluoro-1-(4-((5-isopropyl-8-(1-oxa-7-azaspiro[3.5]nonan-7-yl)isoquinolin-3-yl)amino)-1,3,5-triazin-2-yl)-3-methylpiperidin-4-ol